ClC1=C(C=C(C(=C1)OC1=CC(=CC=C1)F)C)N=CN(C)CC N'-[2-chloro-4-(3-fluorophenoxy)-5-methylphenyl]-N-ethyl-N-methyl-formamidine